N-(2-(2,6-dioxopiperidin-3-yl)-1,3-dioxoisoindolin-5-yl)cyclohexanesulfonamide O=C1NC(CCC1N1C(C2=CC=C(C=C2C1=O)NS(=O)(=O)C1CCCCC1)=O)=O